O=C1C(C(C2=CC=CC=C12)=O)OC(=O)C12CC3CC(CC(C1)C3)C2 1,3-dioxo-2,3-dihydro-1H-inden-2-yladamantane-1-carboxylate